perfluorooctyltrimethoxysilane FC(O[Si](OC(F)(F)F)(OC(F)(F)F)C(C(C(C(C(C(C(C(F)(F)F)(F)F)(F)F)(F)F)(F)F)(F)F)(F)F)(F)F)(F)F